IC1=C2C(=NC=C1OC)N(C=C2)[Si](C(C)C)(C(C)C)C(C)C (4-iodo-5-methoxy-pyrrolo[2,3-b]pyridin-1-yl)-triisopropyl-silane